butyl-4-(4-(piperidin-4-yloxy)phenyl)-2,7-naphthyridin-1(2H)-one C(CCC)N1C(C2=CN=CC=C2C(=C1)C1=CC=C(C=C1)OC1CCNCC1)=O